N-(4-{9-hydroxy-8-oxo-4-thia-2,12-diazatricyclo[7.3.0.03,7]dodeca-1,3(7),5-trien-12-yl}phenyl)methane-sulfonamide OC12C(C=3C=CSC3N=C2N(CC1)C1=CC=C(C=C1)NS(=O)(=O)C)=O